di(2-ethyldecyl) phthalate C(C=1C(C(=O)OCC(CCCCCCCC)CC)=CC=CC1)(=O)OCC(CCCCCCCC)CC